6,8-diphenyl-2-(o-tolyl)imidazo[1,2-a]pyridine C1(=CC=CC=C1)C=1C=C(C=2N(C1)C=C(N2)C2=C(C=CC=C2)C)C2=CC=CC=C2